N1N=C(C=C1)C1CCC(CC1)NC1=CC(=NC=C1C(=O)NC[C@H](C(C)(C)O)F)C1=CC=C2N1N=CC(=C2)C#N (R)-4-((4-(1H-pyrazol-3-yl)cyclohexyl)amino)-6-(3-cyanopyrrolo[1,2-b]pyridazin-7-yl)-N-(2-fluoro-3-hydroxy-3-methylbutyl)nicotinamide